ClC=1C=C(C=C(C1C)CN1CCC(CC1)N1CCOCC1)NC(OC1=CC=CC=C1)=O phenyl (3-chloro-4-methyl-5-((4-morpholinopiperidin-1-yl)methyl)phenyl)carbamate